C1(CC1)OC=1C=C(CC=2C(=C(C(=O)N)C=C(C2)F)OC)C=CC1B1OC(C(O1)(C)C)(C)C (3-Cyclopropaneoxy-4-(4,4,5,5-tetramethyl-1,3,2-dioxaborolan-2-yl)benzyl)-5-fluoro-2-methoxybenzamide